N1C(=NC2=C1C=CC=C2)C(N2CC1=CC=C(C=C1C2=O)C2=CC=C(C=C2)NC(OC(C)(C)C)=O)C2=C(C=CC(=C2)F)OC tert-butyl 4-(2-((1H-benzo[d]imidazole-2-yl) (5-fluoro-2-methoxyphenyl)methyl)-3-oxoisoindole-5-yl)phenylcarbamate